N1-[5-(difluoromethyl)-1,3,4-thiadiazol-2-yl]-4-fluoro-benzene-1,2-diamine FC(C1=NN=C(S1)NC=1C(=CC(=CC1)F)N)F